4,4'-ethylenedioxy-bis-benzoic acid dibenzyl ester C(C1=CC=CC=C1)OC(C1=CC=C(C=C1)OCCOC1=CC=C(C(=O)OCC2=CC=CC=C2)C=C1)=O